N=1C=C(N2C1CN(CC2)C(=O)C2=CC=C(C=C2)NC2C[C@@H](N(C1=CC=CC=C21)C(CC)=O)C)C(=O)C2=CC=C(C=C2)N[C@@H]2C[C@@H](N(C1=CC=CC=C21)C(CC)=O)C 1,1'-((2S,2'S,4R,4R)-(((5,6,7,8-Tetrahydroimidazo[1,2-a]pyrazine-3,7-dicarbonyl)bis(4,1-phenylene))bis(azanediyl))bis(2-methyl-3,4-dihydroquinoline-4,1(2H)-diyl))bis(propan-1-one)